C(=O)(O)[C-]1C=CC=C1.[C-]1(C=CC=C1)C(=O)O.[Fe+2] dicarboxyferrocene